4-oxo-3-[1-(2,2,3,3,3-pentafluoropropyl)-1H-pyrazol-4-yl]-2-(trifluoromethyl)-4H-pyrido[1,2-a]pyrimidine-7-carbonitrile O=C1C(=C(N=C2N1C=C(C=C2)C#N)C(F)(F)F)C=2C=NN(C2)CC(C(F)(F)F)(F)F